[Pb].[Cs].C1(CC2C(CC1)O2)CC[SiH](OCC)OCC 2-(3,4-epoxycyclohexyl)ethyldiethoxysilane cesium lead